C(CCC)SC1=CC(=C(C=O)C=C1OC)OC 4-(butylthio)-2,5-dimethoxybenzaldehyde